6-methyl-4-(1-(4-(4-methylpiperazin-1-yl)phenyl)vinyl)-2-(1-(oxetan-3-yl)-1H-pyrazol-4-yl)-1-tolyl-1,6-dihydro-7H-pyrrolo[2,3-c]pyridin-7-one CN1C(C2=C(C(=C1)C(=C)C1=CC=C(C=C1)N1CCN(CC1)C)C=C(N2C2=C(C=CC=C2)C)C=2C=NN(C2)C2COC2)=O